5-(8-fluoroimidazo[1,2-a]pyridin-6-yl)-N-((4s,7s)-1-oxaspiro[3.5]nonan-7-yl)-7H-pyrrolo[2,3-d]pyrimidin-2-amine FC=1C=2N(C=C(C1)C1=CNC=3N=C(N=CC31)NC3CCC1(CCO1)CC3)C=CN2